C(C)(C)OC(C1=CN=C(C=C1)N1N=CC(=C1O)C1=CC=C(C=C1)C#N)=O 6-(4-(4-Cyanophenyl)-5-hydroxy-1H-pyrazol-1-yl)nicotinic acid isopropyl ester